N1(C2=C(OCCC1)N=C1C(=C2)C=CN1)C1=C(C(=O)NS(=O)(=O)C2=CC(=C(C=C2)NC[C@@H]2OC[C@H](OC2)C)[N+](=O)[O-])C=CC=C1 2-(3,4-dihydro-2H-pyrrolo[3',2':5,6]pyrido[2,3-b][1,4]oxazepin-1(7H)-yl)-N-((4-((((2S,5R)-5-methyl-1,4-dioxan-2-yl)methyl)amino)-3-nitrophenyl)sulfonyl)benzamide